di-lithium bis-phenolate C1(=CC=CC=C1)[O-].C1(=CC=CC=C1)[O-].[Li+].[Li+]